z-9-tetradecanol CCCCCCCCC(CCCCC)O